C(C)(C)(C)OC(=O)N1CC=2N(CC1)N=C(C2Br)C2=CC(=C(C(=C2)C)F)C 3-bromo-2-(4-fluoro-3,5-dimethyl-phenyl)-6,7-dihydro-4H-pyrazolo[1,5-a]pyrazine-5-carboxylic acid tert-butyl ester